N-[1-[2-chloro-5-(4,4,5,5-tetramethyl-1,3,2-dioxaborolan-2-yl)phenyl]-1-methyl-ethyl]propanamide ClC1=C(C=C(C=C1)B1OC(C(O1)(C)C)(C)C)C(C)(C)NC(CC)=O